1-(1-Ethylpyrrolidin-3-yl)-5-fluoro-3-methyl-1H-indole C(C)N1CC(CC1)N1C=C(C2=CC(=CC=C12)F)C